4,4''-bis(3-(trifluoromethyl)-3H-diazirin-3-yl)-1,1':3',1''-terphenyl FC(C1(N=N1)C1=CC=C(C=C1)C1=CC(=CC=C1)C1=CC=C(C=C1)C1(N=N1)C(F)(F)F)(F)F